C(CCCCCCCC)S(=O)(=O)[O-].[Na+] sodium 1-nonansulfonate